S1C(=NC2=C1C=CC=C2)NC2=NC=C(C1=CC=CC=C21)C2=CN=C1N2C=CC(=C1C(=O)OC)Cl methyl 3-(1-(benzo[d]thiazol-2-ylamino) isoquinolin-4-yl)-7-chloroimidazo[1,2-a]pyridine-8-carboxylate